malonate C(CC(=O)[O-])(=O)[O-]